C(C)(C)(C)OC(=O)C=1N(C=CC1S(NC(C)(C)C)(=O)=O)C1=CC=C(C=C1)F 3-(tert-Butylsulfamoyl)-1-(4-fluorophenyl)pyrrole-2-carboxylic acid tert-butyl ester